(2-(cyclohexylmethoxy)-4,6-dihydroxy-3-methylphenyl)methanone C1(CCCCC1)COC1=C(C(=CC(=C1C)O)O)C=O